C(C)(C)(C)OC(=O)N1C(=C(C2=NC(=C(C=C21)F)C2CCN(CC2)C(=O)OC(C)(C)C)C(C)C)Br 2-bromo-5-(1-(tert-butoxycarbonyl)piperidin-4-yl)-6-fluoro-3-isopropyl-1H-pyrrolo[3,2-b]pyridine-1-carboxylic acid tert-butyl ester